C1(CCCC1)C[B-](F)(F)F.[K+] potassium (cyclopentylmethyl)trifluoroborate